COC1=CC(=C(C=C1)S(=O)C(F)(F)F)C 4-Methoxy-2-methyl-1-((trifluoromethyl)sulfinyl)benzene